2-[6-[[(2S)-2-hydroxypropyl]amino]-4-[1-[(4-methyl-1,2,4-triazol-3-yl)sulfanyl]ethyl]-2-pyridyl]-4-(trifluoromethyl)isoindolin-1-one O[C@H](CNC1=CC(=CC(=N1)N1C(C2=CC=CC(=C2C1)C(F)(F)F)=O)C(C)SC1=NN=CN1C)C